2-(4-((3,5-dimethyl-isoxazol-4-yl)methoxy)phenyl)acetic acid CC1=NOC(=C1COC1=CC=C(C=C1)CC(=O)O)C